N-formyl-L-Leucine C(=O)N[C@@H](CC(C)C)C(=O)O